NC1=C(C=NN1C(C)(C)C)C(=O)NCC#CC1=NN2C(C=CC=C2Cl)=C1CC(F)(F)F 5-amino-1-tert-butyl-N-(3-(7-chloro-3-(2,2,2-trifluoroethyl)pyrazolo[1,5-a]pyridin-2-yl)prop-2-yn-1-yl)-1H-pyrazole-4-carboxamide